5-chloro-2-(trifluoro-methyl)benzaldehyde ClC=1C=CC(=C(C=O)C1)C(F)(F)F